(S)-Boc-amino-5-azaspiro[2.4]heptane C(=O)(OC(C)(C)C)[C@@]1(CC12CNCC2)N